BrCC=1C(=C(C(=O)[O-])C=C(C1)Cl)OC 3-(bromomethyl)-5-chloro-2-methoxybenzoate